(R)-4-(2-(4-(9-benzyl-6-(1-methyl-cyclopropoxy)-9H-purin-8-yl)-3-chlorophenoxy)ethyl)-3-methylpiperazin-2-one C(C1=CC=CC=C1)N1C2=NC=NC(=C2N=C1C1=C(C=C(OCCN2[C@@H](C(NCC2)=O)C)C=C1)Cl)OC1(CC1)C